2-(azepan-1-yl)-4-((4-(2-(4-hydroxy-4-methylpiperidin-1-yl)ethoxy)phenyl)amino)pyrimido[4,5-d]pyridazin-5(6H)-one N1(CCCCCC1)C=1N=C(C2=C(C=NNC2=O)N1)NC1=CC=C(C=C1)OCCN1CCC(CC1)(C)O